FC1=C(OCC=2C=C(C=CC2)NC2C(NC(CC2)=O)=O)C(=CC=C1F)C=1N=C(SC1)N1CCOCC1 3-((3-((2,3-difluoro-6-(2-morpholinothiazol-4-yl)phenoxy)methyl)phenyl)amino)piperidine-2,6-dione